(2-aminoethyl)amino-propyltrimethoxysilane NCCNCO[Si](OC)(OC)CCC